4-[8-(Oxan-2-yloxy)octyl]piperidine O1C(CCCC1)OCCCCCCCCC1CCNCC1